OC1=CC=NC=N1 6-HYDROXYPYRIMIDINE